L-ascorbic acid 6-hexadecanoate CCCCCCCCCCCCCCCC(=O)OC[C@@H]([C@@H]1C(=C(C(=O)O1)O)O)O